COC(C1=C(C(=C(C(=C1)OCC)C)OCC)C)=O 3,5-diethoxy-2,4-dimethylbenzoic acid methyl ester